COC1=C(C=CC=C1)N1CCN(CC1)C(=O)C=1C=C(NC1C1=C(C=CC=C1)[N+](=O)[O-])C1=CC=C(C=C1)C(F)(F)F (4-(2-methoxyphenyl)piperazin-1-yl)(5-(2-nitrophenyl)-2-(4-(trifluoromethyl)phenyl)Azol-4-yl)methanone